O1CC=NC2=C1C=C(C=C2)C(=O)N 2H-1,4-benzoxazine-7-carboxamide